C(C(=O)OCCNC(C=C)=O)(=O)OCC ethyl 2-acrylamidoethyl oxalate